ClC=1C=CC2=C([C@@H](C[C@H](O2)C(=O)NC23CC(C2)(C3)N3N=CC(=C3)C3CCC3)O)C1 (2S,4R)-6-chloro-N-[3-(4-cyclobutyl-1H-pyrazol-1-yl)bicyclo[1.1.1]pentan-1-yl]-4-hydroxy-3,4-dihydro-2H-1-benzopyran-2-carboxamide